tert-butyl ((1R,2S,SR)-1'-(3-(3,4-dihydro-1,5-naphthyridin-1(2H)-yl)-1H-pyrazolo[3,4-b]pyrazin-6-yl)spiro[bicyclo[3.1.0]hexane-3,4'-piperidin]-2-yl)carbamate N1(CCCC2=NC=CC=C12)C1=NNC2=NC(=CN=C21)N2CCC1(CC2)[C@H]([C@@H]2C[C@H]2C1)NC(OC(C)(C)C)=O |&1:28|